pyrimido[4,5-d]pyrimidinone C1=C2C=NC(=O)NC2=NC=N1